OCC[N+](CCC#C)(C)C N-(2-hydroxyethyl)-N,N-dimethylbut-3-yn-1-aminium